methyl 4-[5-(6-methylpyrimidin-4-yl)-1H-pyrazole-3-carbonyl]-4-azaspiro[2.5]octane-7-carboxylate CC1=CC(=NC=N1)C1=CC(=NN1)C(=O)N1C2(CC2)CC(CC1)C(=O)OC